C(=O)(OC(C)(C)C)NCCOCC(=O)O N-Boc-2-(2-aminoethoxy)acetic acid